2-methylbutyl isobutyrate C(C(C)C)(=O)OCC(CC)C